ICC1CN(CCC1)C1CCOCC1 3-(iodomethyl)-1-(tetrahydro-2H-pyran-4-yl)piperidine